COC([C@@H](N(C(CCCC)=O)CC1=CC=C(C=C1)C1=C(C=CC=C1)C#N)C(C)C)=O N-[(2'-cyanobiphenyl-4-yl)-methyl]-N-valeryl-(L)-valine methyl ester